CCC(CC)N1N=CC(=C1)C=1C=2N(C=C(N1)C=1C=NN(C1)C[C@@H](CCO)O)N=CC2 (R)-4-(4-(4-(1-(pentan-3-yl)-1H-pyrazol-4-yl)pyrazolo[1,5-a]pyrazin-6-yl)-1H-pyrazol-1-yl)butane-1,3-diol